C[C@@H]1N([C@@H](CNC1)C)C1CC(C1)OC1CCN(CC1)C(=O)OCC1=CC=CC=C1 benzyl 4-[3-[(2S,6R)-2,6-dimethylpiperazin-1-yl]cyclobutoxy]piperidine-1-carboxylate